BrC1=CC=C(C(=N1)C(=O)O)N[C@H](C)C1=CC(=CC=2N=C3OC[C@@H]4COCCN4C3=NC12)F 6-bromo-3-[[(1R)-1-[(7S)-14-fluoro-5,9-dioxa-2,11,18-triazatetracyclo[8.8.0.02,7.012,17]octadeca-1(18),10,12(17),13,15-pentaen-16-yl]ethyl]amino]pyridine-2-carboxylic acid